C1(CCC1)C(C)OC1C(C(C2=C(C=CC=C12)SC(F)(F)F)=O)(F)F (1-Cyclobutylethoxy)-2,2-difluoro-7-(trifluoromethylsulfanyl)-2,3-dihydro-1H-inden-1-one